tert-Butyl (4R)-4-[(1R)-5-(6-tert-butyl-5-methyl-pyrrolo[2,3-b]pyrazin-3-yl)-5-oxo-1-propyl-pentyl]-2,2-dimethyl-oxazolidine-3-carboxylate C(C)(C)(C)C1=CC=2C(=NC(=CN2)C(CCC[C@@H](CCC)[C@H]2N(C(OC2)(C)C)C(=O)OC(C)(C)C)=O)N1C